FC1=C(C=C(C=N1)C1=CC=2N(C=C1)N=C(N2)N)C=2C=NN(C2)C(C)C2=CC=C(C=C2)F 7-(6-fluoro-5-(1-(1-(4-fluorophenyl)ethyl)-1H-pyrazol-4-yl)pyridin-3-yl)-[1,2,4]triazolo[1,5-a]pyridin-2-amine